tert-butyl 4-(1-{5-[(diphenylmethylidene)amino]pyrimidin-2-yl}cyclopropyl)piperazine-1-carboxylate C1(=CC=CC=C1)C(C1=CC=CC=C1)=NC=1C=NC(=NC1)C1(CC1)N1CCN(CC1)C(=O)OC(C)(C)C